CC(=CC)CC 3-methyl-pent-2-ene